5-ethynyl-2-(1-(2-fluoroethyl)-1H-pyrazol-4-yl)pyridine C(#C)C=1C=CC(=NC1)C=1C=NN(C1)CCF